tert-butyl (R)-2-methyl-4-oxopyrrolidine-1-carboxylate C[C@H]1N(CC(C1)=O)C(=O)OC(C)(C)C